2-(phenylsulfonyl)-2,6-dihydropyridine C1(=CC=CC=C1)S(=O)(=O)C1NCC=CC1